C(C)OCCCC(=O)O.C(C)(=O)OCCOCC ethoxyethyl acetate (ethoxyethyl acetate)